Tert-butyl ((1r,4r)-4-(6-(3-cyanopyrrolo[1,2-b]pyridazin-7-yl)-4-(isopropylamino)nicotinamido)cyclohexyl)carbamate C(#N)C1=CC=2N(N=C1)C(=CC2)C2=NC=C(C(=O)NC1CCC(CC1)NC(OC(C)(C)C)=O)C(=C2)NC(C)C